N1N=CC2=CC(=CC=C12)C=1C=NC=2N(C=3N=CC(=CC3OC2C1)C=1C=C2C=NNC2=CC1)CCCCN1CC2COCC(C1)C2 6,12-bis-(1H-indazol-5-yl)-2-(4-{3-oxa-7-azabicyclo[3.3.1]nonan-7-yl}butyl)-9-oxa-2,4,14-triazatricyclo[8.4.0.0^{3,8}]tetradeca-1(10),3(8),4,6,11,13-hexaene